C(C)(=O)OC1=CC=C2C(=N1)N(C=C2)C(C)=O 1-acetyl-1H-pyrrolo[2,3-b]pyridin-6-yl acetate